2-[(2E)-2-(aminomethyl)-3-fluoroprop-2-en-1-yl]-4-[3-(1-benzothiophen-2-yl)phenyl]-2,4-dihydro-3H-1,2,4-triazol-3-one hydrochloride Cl.NC/C(/CN1N=CN(C1=O)C1=CC(=CC=C1)C=1SC2=C(C1)C=CC=C2)=C\F